C(C)(C)(C)OC1=CC=C(C=C1)NC(=O)NC=1C(=NC=C(C1)C)OC1=CC=CC=2CC(OC21)(C)C 1-(4-tert-butoxyphenyl)-3-(2-(2,2-dimethyl-2,3-dihydrobenzofuran-7-yloxy)-5-methylpyridin-3-yl)urea